C1=CC=CC=2C3=CC=CC=C3C(C12)COC(=O)NC1(CCCCC1)C(=O)O 1-(9H-fluoren-9-ylmethoxycarbonylamino)cyclohexanecarboxylic acid